5-(((5-fluoro-2,3-dihydrobenzofuran-4-yl)methyl)amino)-8-(3-(2-hydroxyethyl)phenyl)imidazo[1,2-c]pyrimidine-2-carbonitrile FC=1C=CC2=C(CCO2)C1CNC1=NC=C(C=2N1C=C(N2)C#N)C2=CC(=CC=C2)CCO